tert-butyl 1-methyl-7-(trifluoromethylsulfonyloxy)-3,4-dihydro-1H-2,6-naphthyridine-2-carboxylate CC1N(CCC2=CN=C(C=C12)OS(=O)(=O)C(F)(F)F)C(=O)OC(C)(C)C